NC=1C2=C(N=CN1)N1C(=C2C2=CC(=C(C=C2)OC2=NC=CC(=N2)C)F)CNC(C1)=O 4-amino-5-(3-fluoro-4-((4-methylpyrimidin-2-yl)oxy)phenyl)-6,7-dihydropyrazino[1',2':1,5]pyrrolo[2,3-d]pyrimidin-8(9H)-one